1-chloro-3-(methoxy(methyl)amino)propan-2-one ClCC(CN(C)OC)=O